N-(3-(2,6-dioxopiperidin-3-yl)benzofuran-5-yl)-4-((((1R,2S,4R)-1,7,7-trimethylbicyclo[2.2.1]heptane-2-yl)amino)methyl)benzamide O=C1NC(CCC1C1=COC2=C1C=C(C=C2)NC(C2=CC=C(C=C2)CN[C@@H]2[C@@]1(CC[C@H](C2)C1(C)C)C)=O)=O